4-methyl-3-[4-[(2-bromo-4-fluorophenoxy)methyl]-1H-1,2,3-triazole-1-yl]thiophene-2-carboxamide CC=1C(=C(SC1)C(=O)N)N1N=NC(=C1)COC1=C(C=C(C=C1)F)Br